6-(amino)methyl-1,4-diazepine NCC=1C=NC=CNC1